ClC1=C(C(=O)NC2CCN(CC2)C(CCOCC[N+](C)(C)C)=O)C=CC(=C1)NC(=O)C=1N(C(=CN1)C=1C(=NC(=C(C1)F)N(C)C)F)C 2-[3-[4-[[2-chloro-4-[[5-[6-(dimethylamino)-2,5-difluoro-3-pyridinyl]-1-methyl-imidazole-2-carbonyl]amino]benzoyl]amino]-1-piperidinyl]-3-oxo-propoxy]ethyl-trimethyl-ammonium